COC(=O)C1=C(C=2C=3N(C=NC2N1)N=C(N3)C3=NC=CC=C3)C 9-methyl-2-(pyridin-2-yl)-7H-pyrrolo[3,2-e][1,2,4]Triazolo[1,5-c]Pyrimidine-8-carboxylic acid methyl ester